(2R,6R)-2-amino-2-(2-chlorophenyl)-6-hydroxycyclohexanone N[C@@]1(C([C@@H](CCC1)O)=O)C1=C(C=CC=C1)Cl